C[As](C)C (dimethylarsino)methan